1-[3-(1-adamantyl)-4-methoxy-phenyl]-2,2,4,7-tetramethyl-3,4-dihydroquinoline-6-carbaldehyde C12(CC3CC(CC(C1)C3)C2)C=2C=C(C=CC2OC)N2C(CC(C3=CC(=C(C=C23)C)C=O)C)(C)C